OC1=CC=C(CCC(=O)O)C=C1 4-hydroxy-hydrocinnamic acid